Amino-2-((tert-butoxycarbonyl)amino)propionic acid NC(C(=O)O)(C)NC(=O)OC(C)(C)C